C(=O)C=1C(=C2C=C(N(C2=CC1)CC(C)N1CCN(CC1)S(=O)(=O)C)C#N)C 5-formyl-4-methyl-1-{2-[4-(methylsulfonyl)piperazin-1-yl]propyl}-1H-indole-2-carbonitrile